Tricontanol C(CCCCCCCCCCCCCCCCCCCCCCCCCCCCC)O